ClC1=NC(=C(C(=N1)C(=O)NC)NC(C(F)(F)F)=O)C1=C(C=C(C=C1)Cl)F 2-chloro-6-(4-chloro-2-fluoro-phenyl)-N-methyl-5-[(2,2,2-trifluoroacetyl)amino]pyrimidine-4-carboxamide